6-phenyl-6-(but-3-en-1-yl)fulvene C1(=CC=CC=C1)C(=C1C=CC=C1)CCC=C